3-methyl-4-((7-methyl-8-oxo-9-(tetrahydro-2H-pyran-4-yl)-8,9-dihydro-7H-purin-2-yl)amino)benzamide CC=1C=C(C(=O)N)C=CC1NC1=NC=C2N(C(N(C2=N1)C1CCOCC1)=O)C